O[C@H]1[C@H]([C@@H](CC1)N1C(C(=CC2=C1N=C(N=C2)NC2(C(CN(CC2([2H])[2H])S(=O)(=O)C([2H])([2H])[2H])([2H])[2H])[2H])C([2H])([2H])[2H])=O)C (-)-8-((1R,2S,3R)-3-hydroxy-2-methylcyclopentyl)-6-(methyl-d3)-2-((1-((methyl-d3)sulfonyl)piperidin-4-yl-3,3,4,5,5-d5)-amino)pyrido[2,3-d]pyrimidin-7(8H)-one